(S)-3-methyl-2-((R)-4-((3R,5S,7R,8R,9S,10S,12S,13R,14S,17R)-3,7,12-trihydroxy-10,13-dimethyl-hexadecahydro-1H-cyclopenta[a]phenanthren-17-yl)pentanamido)butanoic acid CC([C@@H](C(=O)O)NC(CC[C@@H](C)[C@H]1CC[C@H]2[C@@H]3[C@@H](C[C@@H]4C[C@@H](CC[C@@]4([C@H]3C[C@@H]([C@]12C)O)C)O)O)=O)C